2-(3,3-difluorocyclobutyl)-2-(3-methyl-6-(2-methyl-2H-pyrazolo[3,4-b]pyridin-5-yl)thieno[2,3-b]pyridin-2-yl)ethanol FC1(CC(C1)C(CO)C1=C(C=2C(=NC(=CC2)C2=CC=3C(N=C2)=NN(C3)C)S1)C)F